C12CN(CC(N1)C2)C2=CC=C(C=N2)C=2C=1N(C=C(C2)CCC(C)(C)O)N=CC1 4-(6-(3,6-Diazabicyclo[3.1.1]heptan-3-yl)pyridin-3-yl)-6-(3-hydroxy-3-methylbutyl)pyrazolo[1,5-a]pyridin